CS(=O)(=O)N1CCC(CC1)NC=1N=CC2=C(N1)N1C(=C2)C(N=CC12CCCCC2)O 2'-((1-(methylsulfonyl)piperidin-4-yl)amino)-6'H-spiro[cyclohexane-1,9'-pyrazino[1',2':1,5]pyrrolo[2,3-d]pyrimidin]-6'-ol